C(C#CC)N1N=C2C(N(C(C=C2N2[C@H](CN([C@@H](C2)C)C(C)C=2C=C3N=C(C=NC3=CC2)C(F)F)C)=O)C)=C1 (but-2-yn-1-yl)-7-((2S,5R)-4-(1-(3-(difluoromethyl)quinoxalin-6-yl)ethyl)-2,5-dimethylpiperazin-1-yl)-4-methyl-2,4-dihydro-5H-pyrazolo[4,3-b]pyridin-5-one